1-(6-(2-chloro-3-(3-chloro-2-(3-methoxy-5-((methylamino)methyl)phenyl)pyridin-4-yl)phenyl)-2-methoxypyridin-3-yl)-N-methylmethanamine ClC1=C(C=CC=C1C1=C(C(=NC=C1)C1=CC(=CC(=C1)CNC)OC)Cl)C1=CC=C(C(=N1)OC)CNC